ClC=1N=C(C2=C(N1)CCC2)N[C@H]2C(NC(CC2)(C)C)=O (3R)-3-([2-chloro-5H,6H,7H-cyclopenta[d]pyrimidin-4-yl]amino)-6,6-dimethylpiperidin-2-one